O[C@H]1C[C@H](CCC1)C(=O)O (1S,3R)-3-hydroxycyclohexane-1-carboxylic acid